ClC1=C(C(=O)NC2=CC(=CC(=C2)C(F)(F)F)C(F)(F)F)C=CC=C1 2-chloro-N-(3,5-ditrifluoromethylphenyl)benzamide